ClC=1C(=NC(=NC1)NC1=CC(=NC=C1)OC)NC1=C(C=CC=C1)C 5-chloro-N2-(2-methoxypyridin-4-yl)-N4-(o-tolyl)pyrimidine-2,4-diamine